FC1=CC=C(C=C1)C=1N=CN(C1C=1SC=C(N1)C(=O)OCC)C(C)C ethyl 2-(4-(4-fluorophenyl)-1-isopropyl-1H-imidazol-5-yl)thiazole-4-carboxylate